2'-Chloro-N-(5-(6-chloro-5-methoxy-picolinoyl)-5,6-dihydro-4H-pyrrolo[3,4-d]thiazol-2-yl)-5'-methoxy-6-methyl-[4,4'-bipyridine]-3-carboxamide ClC1=NC=C(C(=C1)C1=C(C=NC(=C1)C)C(=O)NC=1SC2=C(N1)CN(C2)C(C2=NC(=C(C=C2)OC)Cl)=O)OC